5-[2,4-Dihydroxy-5-(1-methylethyl)phenyl]-N-ethyl-4-[4-(4-morpholinylmethyl)phenyl]-3-Isoxazolecarboxamide OC1=C(C=C(C(=C1)O)C(C)C)C1=C(C(=NO1)C(=O)NCC)C1=CC=C(C=C1)CN1CCOCC1